BrC=1C(=CC=2N(C1)N=CC2C(=O)N2[C@@H](C1=C(CC2)NC=N1)C=1OC2=C(N1)C=C(C=C2)F)Cl (S)-(6-bromo-5-chloropyrazolo[1,5-a]pyridin-3-yl)(4-(5-fluorobenzo[d]oxazol-2-yl)-6,7-dihydro-1H-imidazo[4,5-c]pyridin-5(4H)-yl)methanone